NC1=C2N=CN(C2=NC(=N1)Cl)[C@H]1[C@H]([C@@H]([C@H](O1)CO[C@@H](C(=O)NC)P(O)(O)=O)O)F ((R)-1-(((2r,3r,4s,5r)-5-(6-amino-2-chloro-9H-purin-9-yl)-4-fluoro-3-hydroxytetrahydrofuran-2-yl)methoxy)-2-(methylamino)-2-oxoethyl)phosphonic acid